C1N[C@H](CC2=CC=CC=C12)C(=O)O (R)-1,2,3,4-Tetrahydro-3-isoquinolinecarboxylic acid